COC(=O)C1=CC2=CN(N=C2C=C1OC)[C@H]1[C@@H](CC2(OCCO2)CC1)C 6-methoxy-2-((7R,8R)-7-methyl-1,4-dioxaspiro[4.5]decan-8-yl)-2H-indazole-5-carboxylic acid methyl ester